1,1,1-trimethylolpropane tri-(3-[N-methyl-N-phenylamino]propionate) CN(C1=CC=CC=C1)CCC(=O)O.CN(C1=CC=CC=C1)CCC(=O)O.CN(C1=CC=CC=C1)CCC(=O)O.C(O)C(CC)(CO)CO